(2S,5R)-tert-butyl 4-benzyl-2-(4-fluorophenyl)-5-methylpiperazine-1-carboxylate tert-Butyl-(2S,5R)-2-(4-fluorophenyl)-5-methyl-piperazine-1-carboxylate C(C)(C)(C)OC(=O)N1[C@H](CN[C@@H](C1)C)C1=CC=C(C=C1)F.C(C1=CC=CC=C1)N1C[C@@H](N(C[C@H]1C)C(=O)OC(C)(C)C)C1=CC=C(C=C1)F